NC1=NC=C(C2=C1C=NN2COCC[Si](C)(C)C)NC(C(N2[C@@H](CC[C@H](C2)C)C=2N(N=CC2)C)=O)=O |r| N-[4-Amino-1-(2-trimethylsilylethoxymethyl)pyrazolo[4,3-c]pyridin-7-yl]-2-oxo-2-[rac-(2S,5R)-5-methyl-2-(2-methylpyrazol-3-yl)-1-piperidyl]acetamide